FC1CN2C3=C(C=C2CC1N1C(CCC1)=O)C=C(C=N3)C(F)(F)F 1-(8-fluoro-3-(trifluoromethyl)-6,7,8,9-tetrahydropyrido[3,2-b]indolizin-7-yl)-2-oxopyrrolidin